4-[(adamantan-1-yl)amino]benzaldehyde C12(CC3CC(CC(C1)C3)C2)NC2=CC=C(C=O)C=C2